N,N-dimethyl-3-[5-(4,4,5,5-tetramethyl-1,3,2-dioxaborolan-2-yl)-1,3-benzothiazol-2-yl]propan-1-amine CN(CCCC=1SC2=C(N1)C=C(C=C2)B2OC(C(O2)(C)C)(C)C)C